4-[5-(4-Fluorophenyl)-6-(8-oxabicyclo[3.2.1]oct-3-yl)-1H-pyrrolo[2,3-f]indazol-7-yl]benzoic acid FC1=CC=C(C=C1)N1C(=C(C2=C1C=C1C=NNC1=C2)C2=CC=C(C(=O)O)C=C2)C2CC1CCC(C2)O1